1-(1H-imidazol-1-ylsulfonyl)-3-methyl-1H-imidazol-3-ium triflate [O-]S(=O)(=O)C(F)(F)F.N1(C=NC=C1)S(=O)(=O)N1C=[N+](C=C1)C